FC(CN1N=C(C=C1NC1=NNC2=CC(=CC=C12)[C@@H]1C[C@@]12C=NC1=CC=C(C=C21)OC)C)F (1R,2S)-2-(3-{[1-(2,2-difluoroethyl)-3-methyl-1H-pyrazol-5-yl]amino}-1H-indazol-6-yl)-5'-methoxyspiro[cyclopropane-1,3'-indol]